C(C)(C)C1=C(OC=2C(=NC(=NC2)NC2=CC=CC=C2)N)C=C(C(=C1)OC)OC 5-(2-Isopropyl-4,5-dimethoxy-phenoxy)-N*2*-phenyl-pyrimidine-2,4-diamine